(4-nitrobenzyl)pyridin-2-amine [N+](=O)([O-])C1=CC=C(CC=2C(=NC=CC2)N)C=C1